COC(=O)C1=NN(C2=CC=C(C=C12)Br)CC1CC1 5-bromo-1-(cyclopropylmethyl)-1H-indazole-3-carboxylic acid methyl ester